2-(4-(2-(1-ethyl-5-methyl-6-oxo-1,6-dihydropyridin-3-yl)-3-isopropyl-1H-indol-5-yl)piperidin-1-yl)-N,N-dimethylacetamide C(C)N1C=C(C=C(C1=O)C)C=1NC2=CC=C(C=C2C1C(C)C)C1CCN(CC1)CC(=O)N(C)C